N1(N=CC=C1)C1=CC=C(CN2C3=NC(=NC=C3NC2=O)C2=C(C=CC=C2)C(C)(C)O)C=C1 9-(4-(1H-pyrazol-1-yl)benzyl)-2-(2-(2-hydroxypropan-2-yl)phenyl)-7,9-dihydro-8H-purin-8-one